N-(3-Chloro-5-(3,4-difluorophenoxy)phenyl)-5-(2-(methylsulfonyl)propan-2-yl)benzo[b]thiophen-2-carboxamid ClC=1C=C(C=C(C1)OC1=CC(=C(C=C1)F)F)NC(=O)C1=CC2=C(S1)C=CC(=C2)C(C)(C)S(=O)(=O)C